NC1=CC=C(C=C1)N1CCN(CC1)C(C(F)(F)F)=O 1-(4-(4-aminophenyl)piperazin-1-yl)-2,2,2-trifluoroethanone